BrCC1=CC(=CC=C1)S(=O)(=O)C (bromomethyl)-3-(methylsulfonyl)benzene